4-(difluoromethyl)-N-[4-fluoro-5-(1-pyrimidin-2-yl-3,6-dihydro-2H-pyridin-5-yl)-2-[(3R,5S)-3,4,5-trimethylpiperazin-1-yl]phenyl]-6-oxo-1H-pyridine-3-carboxamide FC(C=1C(=CNC(C1)=O)C(=O)NC1=C(C=C(C(=C1)C1=CCCN(C1)C1=NC=CC=N1)F)N1C[C@H](N([C@H](C1)C)C)C)F